methyl-4-(5-methyl-3-(trifluoromethyl)-1H-pyrazol-1-yl)benzenesulfonamide CC1=C(C=CC(=C1)N1N=C(C=C1C)C(F)(F)F)S(=O)(=O)N